((2-aminophenyl)amino)ethyl carbamate C(N)(OCCNC1=C(C=CC=C1)N)=O